C(#N)C1=NC(=C2C=C(N=CC2=C1)N[C@@H]1C[C@H](CC1)NC(OC(C)(C)C)=O)NC1CCCC1 Tert-butyl ((1S,3S)-3-((7-cyano-5-(cyclopentylamino)-2,6-naphthyridin-3-yl)amino)cyclopentyl)carbamate